7-bromo-1,4-dihydrochromene BrC1=CC=C2CC=COC2=C1